N[C@H](C)C(=O)N([S@](=O)C=1C=C(C=CC1)NC(=O)C1=C(N=NC(=C1C)C(F)(F)F)OC=1C(=NC(=CC1)F)C)C N-(3-((R)-N-(D-alanyl)-S-methylaminosulfinyl)phenyl)-3-((6-fluoro-2-methylpyridin-3-yl)oxy)-5-methyl-6-(trifluoromethyl)pyridazine-4-carboxamide